dihydroxy-1',2',5'-trimethyl-8'-oxaspiro[oxirane-2,12'-tricyclo[7.2.1.02,7]dodecan] OC1(C2(C3(CCC(OC2CC(C1)C)C31OC1)C)C)O